CSC1=C(C=CC(=C1)C(C)(C)O)C(C)(C)O 2-methylthio-1,4-bis(α-hydroxyisopropyl)benzene